3-(3-((4-(3-amino-6-(2-hydroxyphenyl)pyridazin-4-yl)piperazin-1-yl)methyl)phenyl)piperidine-2,6-dione NC=1N=NC(=CC1N1CCN(CC1)CC=1C=C(C=CC1)C1C(NC(CC1)=O)=O)C1=C(C=CC=C1)O